CO[C@@H]1[C@H]([C@H]2OC(OC[C@H]2O[C@]12OCCC2)(C)C)N2N=NC(=C2)C2=CC(=C(C(=C2)F)F)F 1-((2S,4a'R,7'R,8'S,8a'R)-7'-methoxy-2',2'-dimethylhexahydro-3H,4'H-spiro[furan-2,6'-pyrano[3,2-d][1,3]dioxine]-8'-yl)-4-(3,4,5-trifluorophenyl)-1H-1,2,3-triazole